NC1=C(C(=NN1C)C1CC2CC3(CC2C1)CNC(O3)C(F)(F)F)C(=O)NC3=CC(=C(C=C3)F)Cl 5-Amino-N-(3-chloro-4-fluorophenyl)-1-methyl-3-(2-(trifluoromethyl)hexahydro-1'H-spiro[oxazolidine-5,2'-pentalen]-5'-yl)-1H-pyrazole-4-carboxamide